(1S,3aR,6aS)-2-(tert-butoxycarbonyl)-hexahydro-1H-cyclopenta[c]pyrrole-1-carboxylic acid C(C)(C)(C)OC(=O)N1[C@@H]([C@@H]2[C@H](C1)CCC2)C(=O)O